2-([1-[(2-Fluorophenyl)methyl]-5-(3-(2-methyl-propoxy)phenyl)1H-pyrazol-3-yl]methoxy)-2-methylpropanoic acid FC1=C(C=CC=C1)CN1N=C(C=C1C1=CC(=CC=C1)OCC(C)C)COC(C(=O)O)(C)C